(2E)-4-hydroxy-2-methyl-N-(4-{[(2E)-3-phenyl-2-propenoyl]amino}butyl)-2-butenamide OC/C=C(/C(=O)NCCCCNC(\C=C\C1=CC=CC=C1)=O)\C